8-methyl-6-[2-(4-methyl-3-oxo-piperazin-1-yl)ethyl]-2-thieno[3,2-c]pyridin-6-yl-3H-quinazolin-4-one hydrochloride Cl.CC=1C=C(C=C2C(NC(=NC12)C1=CC2=C(C=N1)C=CS2)=O)CCN2CC(N(CC2)C)=O